1-(4-chloro-3-fluorophenyl)-9-(5-(3-(trifluoromethyl)bicyclo[1.1.1]pentan-1-yl)-1,2,4-oxadiazol-3-yl)-1,9-diazaspiro[5.5]undecan-2-one ClC1=C(C=C(C=C1)N1C(CCCC12CCN(CC2)C2=NOC(=N2)C21CC(C2)(C1)C(F)(F)F)=O)F